[Fe].[Au].[Cu].[Zn] zinc-copper-gold-iron